C12C(C3CC(CC(C1)C3)C2)NC(CN2C(C(=CC=C2)NC([C@H](CC/C=C/C(=O)OCC)NC(=O)C2=CN=CN2C)=O)=O)=O (S,E)-ethyl 7-(1-(2-(2-adamantylamino)-2-oxoethyl)-2-oxo-1,2-dihydropyridin-3-ylamino)-6-(1-methyl-1H-imidazole-5-carboxamido)-7-oxohept-2-enoate